FC1=CC=C(C=C1)NC(=O)NC1C(NCC1C1=CC=C(C=C1)OC)=O (+)-1-(4-fluorophenyl)-3-[4-(4-methoxyphenyl)-2-oxopyrrolidin-3-yl]urea